ClC=1C=C2C=C(NC2=CC1)CNC(N(C)C1CN(CCC1)C(C(COC)C)=O)=O 3-[(5-chloro-1H-indol-2-yl)methyl]-1-[1-(3-methoxy-2-methylpropanoyl)piperidin-3-yl]-1-methylurea